(-)-2-aminopropane hydrochloride Cl.NC(C)C